(R)-3-Hydroxybutanoic Acid Sodium Salt [Na+].O[C@@H](CC(=O)[O-])C